1-(2-(benzo[d]thiazol-2-yl)-4-hydroxypyrrolidin-1-yl)-2-(4-(furan-2-yl)-1H-1,2,3-triazol-1-yl)-3-methylbutan-1-one S1C(=NC2=C1C=CC=C2)C2N(CC(C2)O)C(C(C(C)C)N2N=NC(=C2)C=2OC=CC2)=O